4-fluoro-phenyl-piperazine FC1=CC=C(C=C1)N1CCNCC1